4-Benzoylbenzoic acid-4-benzylphenylamide C(C1=CC=CC=C1)C1=CC=C(C=C1)NC(C1=CC=C(C=C1)C(C1=CC=CC=C1)=O)=O